1,8-dimethoxyphenazine COC1=CC=CC2=NC3=CC=C(C=C3N=C12)OC